Cl.C1(=C(C=CC=C1)NC(=N)NC(=N)N)C 1-(o-tolyl)biguanide hydrochloride